FC1=CNC2=CC(=CC=C12)NC1=CC(=CC(=N1)C#N)N1CCC(CC1)OC1=CC=CC=C1 6-[(3-fluoro-1H-indol-6-yl)amino]-4-(4-phenoxypiperidin-1-yl)pyridine-2-carbonitrile